C1(CCC1)CS(=O)(=O)NC1=CNC2=CC=C(C=C12)CCOC1=CC=C(C=C1)C(F)(F)F 1-cyclobutyl-N-(5-{2-[4-(trifluoromethyl)phenoxy]ethyl}-1H-indol-3-yl)methanesulfonamide